4,6-dihydroxy-2-cyano-aminopyrimidine OC1=NC(=NC(=C1N)O)C#N